methyl 3-(3,5-dichloroanilino)-2-fluoro-2-methoxy-3-oxo-propionate ClC=1C=C(NC(C(C(=O)OC)(OC)F)=O)C=C(C1)Cl